OC1=NOC(=C1)CCC=O 3-(3-hydroxyisoOxazol-5-yl)propan-1-one